3-(3-Cyclopropyl-5-(methyl(tetrahydro-2H-pyran-4-yl)amino)-1H-indazol-1-yl)-2,6-difluoro-5-(trifluoromethyl)phenol C1(CC1)C1=NN(C2=CC=C(C=C12)N(C1CCOCC1)C)C=1C(=C(C(=C(C1)C(F)(F)F)F)O)F